CC(C)(C)C=1NC(=CN1)C1=NC(=CC=C1)C 2-(1,1-Dimethylethyl)-5-(6-methyl-2-pyridinyl)-1H-imidazol